(E)-1-(2,4-dimethoxy-5-methylphenyl)-3-phenylpropan-2-en-1-one COC1=C(C=C(C(=C1)OC)C)C(\C=C\C1=CC=CC=C1)=O